COCC(CC)(C)COC 1-methoxy-2-(methoxymethyl)-2-methylbutane